OC=1C=C(OCC=2N=NN(C2)[C@@H]2C[C@@H]3[C@H]4CCCN5CCC[C@@H](CN3C(C2)=O)[C@@H]45)C=CC1C(\C=C\C1=CC(=CC=C1)C(F)(F)F)=O (1R,2R,4R,9S,17S)-4-[4-[[3-Hydroxy-4-[(E)-3-[3-(trifluoromethyl)phenyl]prop-2-enoyl]phenoxy]methyl]triazol-1-yl]-7,13-diazatetracyclo[7.7.1.02,7.013,17]heptadecan-6-one